(R)-2-methyl-2H-1,2,3-triazole CN1N=CC=N1